CN1N=NN=C1NC(C1=C(N=C(C=C1)C(F)(F)F)COCC1(CN(C(O1)=O)CC#C)C)=O N-(1-methyl-1H-tetrazol-5-yl)-2-(((5-methyl-2-oxo-3-(prop-2-yn-1-yl)oxazolidin-5-yl)methoxy)methyl)-6-(trifluoromethyl)nicotinamide